COC(C1=CC=C(C=C1)NC1=NC=CC(=N1)C=1N=NN(C1)C(C)C)=O 4-((4-(1-isopropyl-1H-1,2,3-triazol-4-yl)pyrimidin-2-yl)amino)benzoic acid methyl ester